(S)-(2,7-dimethyl-3-(1-methyl-3-(trifluoromethyl)-1H-pyrazol-5-yl)-2,4,5,7-tetrahydro-6H-pyrazolo[3,4-c]Pyridin-6-yl)(6-fluoro-2-methylquinolin-4-yl)methanone CN1N=C2[C@@H](N(CCC2=C1C1=CC(=NN1C)C(F)(F)F)C(=O)C1=CC(=NC2=CC=C(C=C12)F)C)C